(Z)-3-benzyl-5-(phenyl-(thiophen-2-yl)methylene)oxazolidine-2,4-dione C(C1=CC=CC=C1)N1C(O\C(\C1=O)=C(/C=1SC=CC1)\C1=CC=CC=C1)=O